O1CC(CC(C1)=O)=O 3,5-pyrandione